C(C(C)(C)C)(=O)OCN1N=NC(=C1)C1CN(CC1)C=1OC(=NN1)C=1C=NC(=NC1)NCC1=CC(=CC(=C1)F)F (4-(1-(5-(2-((3,5-difluorobenzyl)amino)pyrimidin-5-yl)-1,3,4-oxadiazol-2-yl)pyrrolidin-3-yl)-1H-1,2,3-triazol-1-yl)methyl pivalate